BrC1=CC=C(C=C1)N1C=NN(C1=O)CSC1=CC=C(OCC(=O)OCC)C=C1 Ethyl 2-(4-(((4-(4-Bromophenyl)-5-oxo-4,5-dihydro-1H-1,2,4-triazol-1-yl)methyl)thio)phenoxy)acetate